arginyl phosphate P(=O)(OC([C@@H](N)CCCNC(N)=N)=O)([O-])[O-]